4-(4-hydroxyphenyl)butane-2-one OC1=CC=C(C=C1)CCC(C)=O